2,4-difluoro-3-(2-([1-(2-methoxyethyl)piperidin-4-yl]aminoquinazolin-6-yl)phenyl)-1-oxo-2,3-dihydroindene-4-sulfonamide FC1C(C2=CC=CC(C2C1C1=C(C=CC=C1)C=1C=C2C=NC(=NC2=CC1)NC1CCN(CC1)CCOC)(S(=O)(=O)N)F)=O